4-[(3S)-3-aminopyrrolidin-1-yl]-6-cyano-5-(3,5-difluorophenyl)-N-[(1S)-1-(pyridin-2-yl)ethyl]pyridine-3-carboxamide N[C@@H]1CN(CC1)C1=C(C=NC(=C1C1=CC(=CC(=C1)F)F)C#N)C(=O)N[C@@H](C)C1=NC=CC=C1